CC=1C=C2C(=CC=NC2=CC1)N[C@H]1CNCC1 (3R)-3-[(6-methyl-4-quinolyl)amino]Pyrrolidine